(M)-6-Chloro-7-(2-fluorophenyl)-1-(4-methyl-2-(2-propanyl)-3-pyridinyl)-4-((1-(2-propenoyl)-4-piperidinyl)oxy)pyrido[2,3-d]pyrimidin-2(1H)-one ClC1=CC2=C(N(C(N=C2OC2CCN(CC2)C(C=C)=O)=O)C=2C(=NC=CC2C)C(C)C)N=C1C1=C(C=CC=C1)F